C([C@@H](C(=O)O)N)SN=O The molecule is an L-cysteine derivative in which the sulfur atom carries a nitroso substituent. A cell-permeable low-molecular-weight nitrosothiol and nitric oxide donor. It has a role as a vasodilator agent, a platelet aggregation inhibitor and a hematologic agent. It is a L-cysteine derivative and a nitrosothio compound.